tetra(tridecyl)-4,4'-n-butylidenebis(2-tert-butyl-5-methylphenol) diphosphite OP(O)OP(O)O.C(CCCCCCCCCCCC)C(CCC(CCCCCCCCCCCCC)(CCCCCCCCCCCCC)CCCCCCCCCCCCC)(C1=CC(=C(C=C1C)O)C(C)(C)C)C1=CC(=C(C=C1C)O)C(C)(C)C